C1(CC1)C1=C(C=CC(=C1)N1C[C@H](NCC1)CO)NC1=NC=C(C(=N1)C1=CC2=C(C(N(CCS2(=O)=O)C)=O)S1)C(F)(F)F (S)-7-(2-((2-cyclopropyl-4-(3-(hydroxymethyl)piperazin-1-yl)phenyl)amino)-5-(trifluoromethyl)pyrimidin-4-yl)-4-methyl-3,4-dihydrothieno[2,3-f][1,4]thiazepin-5(2H)-one 1,1-dioxide